C(#N)C1=CC(=C(C=C1C(N(C)C)=O)NC(C1=C(N=CC=C1)OC)=O)N1CCC(CC1)OC1=C(C=C(C=C1)F)F N-(4-cyano-2-(4-(2,4-difluorophenoxy)piperidin-1-yl)-5-(dimethylcarbamoyl)phenyl)-2-methoxynicotinamide